COC1=C(C=C(C=C1)C(F)(F)F)C=1C=C2CC(C(C2=CC1)NC(O[C@@H]1CN2CCC1CC2)=O)(C)C (S)-quinuclidin-3-yl (5-(2-methoxy-5-(trifluoromethyl)phenyl)-2,2-dimethyl-2,3-dihydro-1H-inden-1-yl)carbamate